1-(tert-butyl)-N-(2-((4-(3-cyanophenyl)thiazol-2-yl)amino)-2-oxoethyl)-1H-pyrrole-3-carboxamide C(C)(C)(C)N1C=C(C=C1)C(=O)NCC(=O)NC=1SC=C(N1)C1=CC(=CC=C1)C#N